trifluorovinyl-zinc FC(=C(F)F)[Zn]